C[C@]1(C(NCC1)=O)C=1OC(=NN1)C1=C(C=CC=C1)CC1=CC=C(C=C1)C(F)(F)F (R)-3-methyl-3-(5-(2-(4-(trifluoromethyl)benzyl)phenyl)-1,3,4-oxadiazol-2-yl)pyrrolidin-2-one